1-{1,4-Dioxospiro[4.5]dec-8-yl}-3-(2-ethoxyethoxy)-1H-pyrazole-4-carboxylic acid O=C1CCC(C12CCC(CC2)N2N=C(C(=C2)C(=O)O)OCCOCC)=O